C(C)NC=1C(=C(C=CC1)C1=CC=CC=C1)F (ethylamino)-2-fluoro-[1,1'-biphenyl]